butyl α-isocyanatopropionate N(=C=O)C(C(=O)OCCCC)C